COP([O-])CC methylethylphosphonite